2,4-dimethyl-2-phenyl-1-oxa-4-aza-2-silacyclohexan-6-one C[Si]1(OC(CN(C1)C)=O)C1=CC=CC=C1